FC1=CC=C(C=C1)N1N=C(N=C1C1=CC=C(C=C1)C(C)C)CN1CCC2(CC1)OCCC1=CC=CC=C12 1'-((1-(4-fluorophenyl)-5-(4-isopropylphenyl)-1H-1,2,4-triazol-3-yl)methyl)spiro[isochroman-1,4'-piperidine]